FC1=C(C=CC=C1)NCC=1NC(=C(N1)C=1C=CC=2N(C1)N=CN2)C2=NC(=CC=C2)C N-(2-fluorophenyl)-4-([1,2,4]triazolo[1,5-a]pyridin-6-yl)-5-(6-methyl-2-pyridyl)-1H-imidazol-2-methanamine